1,2,3-tri[(cyano)(4-cyano-2,3,5,6-tetrafluorophenyl)methylene]cyclopropane C(#N)C(=C1C(C1=C(C1=C(C(=C(C(=C1F)F)C#N)F)F)C#N)=C(C1=C(C(=C(C(=C1F)F)C#N)F)F)C#N)C1=C(C(=C(C(=C1F)F)C#N)F)F